3-(benzyloxy)-6-(4-(3,4-dihydroisoquinolin-2(1H)-yl)but-1-yn-1-yl)picolinic acid methyl ester COC(C1=NC(=CC=C1OCC1=CC=CC=C1)C#CCCN1CC2=CC=CC=C2CC1)=O